2-((1-isopropyl-4-methylcyclohex-3-en-1-yl)thio)propanoic acid C(C)(C)C1(CC=C(CC1)C)SC(C(=O)O)C